CC1=CC=C(C(=O)NC2=NC=C(C=C2)[N+](=O)[O-])C=C1 4-methyl-N-(5-nitropyridin-2-yl)benzamide